The molecule is a haloacetic acid that is acetic acid in which one of the hydrogens of the methyl group is replaced by an iodine atom. It has a role as an alkylating agent. It is an organoiodine compound and a haloacetic acid. C(C(=O)O)I